CONC(=O)C=1C=NN(C1)CC1=CC=C(C=C1)C1=NOC(=N1)C(F)(F)F N-methoxy-1-({4-[5-(trifluoromethyl)-1,2,4-oxadiazol-3-yl]phenyl}methyl)-1H-pyrazole-4-carboxamide